2-[(1,1,1-trifluoropropan-2-yl)oxy]benzenesulfonamide FC(C(C)OC1=C(C=CC=C1)S(=O)(=O)N)(F)F